COC(N[C@H]1C[C@@H](CC1)N1C(N(C=2C1=C1C(=NC2)N(C=C1C=1C=C2C=NN(C2=CC1)C(C)C)S(=O)(=O)C1=CC=CC=C1)C)=O)=O Methyl((1R,3R)-3-(8-(1-isopropyl-1H-indazol-5-yl)-3-methyl-2-oxo-6-(phenylsulfonyl)-3,6-dihydroimidazo[4,5-d]pyrrolo[2,3-b]pyridin-1(2H)-yl)cyclopentyl)carbamate